1-(2-(1-methyl-1H-imidazol-4-yl)ethyl)piperidine-2,6-dione CN1C=NC(=C1)CCN1C(CCCC1=O)=O